COC=1C=C(C=C2CCN(CC12)C)C=1N=C2C(=NC1)NC=C2C2=CC=C(C=C2)C(=O)N2CC1(COC1)C2 (4-(2-(8-methoxy-2-methyl-1,2,3,4-tetrahydroisoquinolin-6-yl)-5H-pyrrolo[2,3-b]pyrazin-7-yl)phenyl)(2-oxa-6-azaspiro[3.3]heptan-6-yl)methanone